(6-bromo-3-(ethylamino)-2-nitrophenyl)methanol BrC1=CC=C(C(=C1CO)[N+](=O)[O-])NCC